C1=CC=CC=2C3=CC=CC=C3N(C12)C1=CC=CC(=N1)N1C2=C(C=3C=C(C=CC13)N1C3=CC=CC=C3C=3C=CC=CC13)N=CC=C2 5-(6-(9H-carbazol-9-yl)pyridin-2-yl)-8-(9H-carbazol-9-yl)-5H-pyrido[3,2-b]indole